(±)-(1S,2S,4S)-2-allyl-4-(((tert-butyldiphenylsilyl)oxy)methyl)cyclohexan-1-amine C(C=C)[C@@H]1[C@H](CC[C@@H](C1)CO[Si](C1=CC=CC=C1)(C1=CC=CC=C1)C(C)(C)C)N |r|